FC(CN1N=CC(=C1)C(=O)OCC)C1=CC=C(C=C1)C1=NOC(=N1)C(F)(F)F ethyl 1-[2-fluoro-2-[4-[5-(trifluoromethyl)-1,2,4-oxadiazol-3-yl] phenyl]ethyl]pyrazole-4-carboxylate